3-(2-cyclohexylethyl)-6-{[2-(1-methylpyrazol-4-yl)-4-pyridyl]oxy}quinazolin-4-one C1(CCCCC1)CCN1C=NC2=CC=C(C=C2C1=O)OC1=CC(=NC=C1)C=1C=NN(C1)C